7-Amino-N-(4-cyano-2-fluorophenyl)-1H-indole-3-sulfonamide NC=1C=CC=C2C(=CNC12)S(=O)(=O)NC1=C(C=C(C=C1)C#N)F